Cl.N[C@@H]1[C@H](C=2N(CC1)N=C(C2)OCC(F)F)O |r| rac-(4R,5S)-5-amino-2-(2,2-difluoroethoxy)-4,5,6,7-tetrahydropyrazolo[1,5-a]pyridin-4-ol hydrochloride